C(C)(=O)NCC(C)C1=CC=C(C=C1)NC1=NC=NC2=CC(=C(C=C12)OCCCCl)OC 4-[4-(2-acetylamino-1-methylethyl)phenylamino]-7-methoxy-6-(3-chloropropoxy)quinazoline